ClC[C@H](N)C(=O)O β-chloro-alanine